1,3-dihydrobenzo[c]selenophene-2-oxide C1[Se](CC2=C1C=CC=C2)=O